4-(2-fluoro-4-nitro-phenoxy)-2-isopropyl-benzonitrile FC1=C(OC2=CC(=C(C#N)C=C2)C(C)C)C=CC(=C1)[N+](=O)[O-]